(S)-2-((S)-2,4-dimethylpiperazin-1-yl)-N-(3-(2-((2-fluoro-3-(methylsulfonyl)phenyl)amino)-5-methyl-pyrimidin-4-yl)-1H-indol-7-yl)propanamide C[C@@H]1N(CCN(C1)C)[C@H](C(=O)NC=1C=CC=C2C(=CNC12)C1=NC(=NC=C1C)NC1=C(C(=CC=C1)S(=O)(=O)C)F)C